CC(CCN1CCN(CC(C1)O)C(=O)OCC1=CC=CC=C1)(C)C benzyl 4-(3,3-dimethylbutyl)-6-hydroxy-1,4-diazepane-1-carboxylate